C(CCC)C1=NC2(C(N1CC=1C=CC(=C3COCC13)C1=C(C=CC=C1)S(=O)(=O)N(COC)C1=NOC(=C1C)C)=O)CCCC2 2-(7-((2-butyl-4-oxo-1,3-diazaspiro[4.4]non-1-en-3-yl)methyl)-1,3-dihydroisobenzofuran-4-yl)-N-(4,5-dimethylisoxazol-3-yl)-N-(methoxymethyl)benzenesulfonamide